4-(4-butyl-2-methyl-anilino)-4-oxo-butanoic acid C(CCC)C1=CC(=C(NC(CCC(=O)O)=O)C=C1)C